5-fluoro-2-[(3S,4R,5R)-4-fluoro-3-hydroxy-5-methyl-1-piperidinyl]-6-[[3-(3-hydroxy-3-methyl-butyl)-1-methyl-2-oxo-benzimidazol-5-yl]amino]pyridine-3-carbonitrile FC=1C=C(C(=NC1NC1=CC2=C(N(C(N2CCC(C)(C)O)=O)C)C=C1)N1C[C@@H]([C@@H]([C@@H](C1)C)F)O)C#N